(S)-N-(1-(cyanomethyl)-4-cyclobutyl-5-(4-fluorophenyl)-1H-pyrazol-3-yl)-2-(2,2,3,3-tetrafluorocyclobutyl)acetamide C(#N)CN1N=C(C(=C1C1=CC=C(C=C1)F)C1CCC1)NC(C[C@@H]1C(C(C1)(F)F)(F)F)=O